C(N)(=O)C1=CC(=NC2=C1N=CN=C2N[C@@H]2CN(CCC2)C(=O)OC(C)(C)C)C2=CC=C(C=C2)CN2C[C@H](OCC2)C(F)(F)F tert-butyl (3S)-3-[[8-carbamoyl-6-(4-[[(2S)-2-(trifluoromethyl) morpholin-4-yl]methyl]phenyl)pyrido[3,2-d]pyrimidin-4-yl]amino]piperidine-1-carboxylate